(3S,8S,9S,10R,13R,14S,17R)-17-[(1R)-5-hydroxy-1,5-dimethyl-hexyl]-10,13-dimethyl-2,3,4,7,8,9,11,12,14,15,16,17-dodecahydro-1H-cyclopenta[a]phenanthren-3-ol OC(CCC[C@@H](C)[C@H]1CC[C@H]2[C@@H]3CC=C4C[C@H](CC[C@@]4([C@H]3CC[C@]12C)C)O)(C)C